ClC=1C=NN(C1C1=NN2C([C@@H](CCC2)NC2=CC=C(C=C2)C=2N(C=C(N2)C(F)(F)F)CC)=C1)C(C)C (R)-2-(4-chloro-1-isopropyl-1H-pyrazol-5-yl)-N-(4-(1-ethyl-4-(trifluoromethyl)-1H-imidazol-2-yl)phenyl)-4,5,6,7-tetrahydropyrazolo[1,5-a]pyridin-4-amine